C(C1=CC=CC=C1)NC1=C2N=CN(C2=NC(=N1)C=1C=NC=CC1)[C@H]1[C@@H]([C@@H]([C@H](O1)C(=O)NC)O)O (2S,3S,4R,5R)-5-(6-(benzylamino)-2-(pyridin-3-yl)-9H-purin-9-yl)-3,4-dihydroxy-N-methyl-tetrahydrofuran-2-carboxamide